5-[(6-methylpyridazin-3-yl)amino]benzimidazol-1-yl-2-pyridyl-triazole-4-carbonitrile CC1=CC=C(N=N1)NC1=CC2=C(N(C=N2)C=2C(=NC=CC2)C2=C(N=NN2)C#N)C=C1